FC1(CCN(CCC1)C1=C(N=NC(=C1)C(F)(F)F)C(=O)NC1=CC(=NC=C1)OC)F 4-(4,4-difluoroazepan-1-yl)-N-(2-methoxypyridin-4-yl)-6-(trifluoromethyl)pyridazine-3-carboxamide